C1=CSSC1C(=O)O.C1=CSSC1C(=O)O.[Ni] Nickel dithiolate